BrC1=C(C=C2C(=NC(=NC2=C1F)Cl)N1C[C@H]2C[C@H]([C@@H](C1)C2)O)I (1R,5R,6R)-3-(7-bromo-2-chloro-8-fluoro-6-iodoquinazolin-4-yl)-3-azabicyclo[3.2.1]octan-6-ol